3-(3-Chloro-4-fluorophenyl)-1-methyl-1-(1-(4-oxo-3,4-dihydrophthalazin-1-yl)ethyl)urea ClC=1C=C(C=CC1F)NC(N(C(C)C1=NNC(C2=CC=CC=C12)=O)C)=O